C(C)(C)(C)OC(=O)N1C(CC2(CCOCC2)CC1)CO 8-(hydroxymethyl)-3-oxa-9-azaspiro[5.5]undecane-9-carboxylic acid tert-butyl ester